[Ce].[Tb].[La] Lanthanum-terbium-cerium